[Ti].C(C)(C)(C)C1=CC=C(C=C1)C1=C2C=C(C(C2=CC=C1)[Si](NC(C)C1CCCCC1)(C)C)C 1-(4-(4-(tert-butyl)phenyl)-2-methyl-1H-inden-1-yl)-N-(1-cyclohexylethyl)-1,1-dimethylsilanamine titanium